C(C)(C)(C)OC(=O)N1[C@@H](CN([C@H](C1)C)C=1C2=C(N=CN1)N(C=C2C=O)C2=CC(=CC=C2)F)C (2r,5s)-4-(7-(3-fluorophenyl)-5-formyl-7H-pyrrolo[2,3-d]pyrimidin-4-yl)-2,5-dimethylpiperazine-1-carboxylic acid tert-butyl ester